Sulfosuccinimidyl-6-[4'-azido-2'-nitrophenylamino]hexanoate S(=O)(=O)(O)C(C(=O)[O-])(CCCCNC1=C(C=C(C=C1)N=[N+]=[N-])[N+](=O)[O-])N1C(CCC1=O)=O